[Ru+2].FC1=C(C=C(C=C1)C(=O)C1CCC(CC1)C(F)(F)F)C (4-fluoro-3-methylphenyl)(4-(trifluoromethyl)cyclohexyl)methanone ruthenium(II)